isopentenyl diphosphate O(P([O-])(=O)OP(=O)([O-])[O-])CCC(=C)C